1,3-bis(dichloromaleimidophenyl)benzene ClC1=C(C(=C(C=C1)C1=CC(=CC=C1)C1=C(C(=C(C=C1)Cl)Cl)N1C(C=CC1=O)=O)N1C(C=CC1=O)=O)Cl